N-(3-chlorophenyl)thiomorpholine-4-sulfonamide ClC=1C=C(C=CC1)NS(=O)(=O)N1CCSCC1